C(C)OC(=O)C1CCC(CC1)OC1=NC=C(C=C1)C(F)(F)F.ClC1([C@H]([C@@H]1C1=CC(=CC(=C1)Cl)Cl)C(=O)NC1=C(C(=CC=C1)[N+](=O)[O-])F)Cl (1R,3R)-2,2-dichloro-3-(3,5-dichlorophenyl)-N-(2-fluoro-3-nitrophenyl)cyclopropane-1-carboxamide Ethyl-4-{[5-(trifluoromethyl)pyridin-2-yl]oxy}cyclohexane-1-carboxylate